(1-(2-chloro-5-iodopyridin-4-yl)-4-methylpiperidin-4-yl)methanol ClC1=NC=C(C(=C1)N1CCC(CC1)(C)CO)I